CN1C(=NC=C1)CNCCN(CC=1N(C=CN1)C)CC=1N(C=CN1)C N,N',N'-Tris(1-methyl-imidazol-2-ylmethyl)ethylenediamine